FC(C=1N=C(SC1I)CC(=O)N)F (4-(difluoromethyl)-5-iodothiazol-2-yl)acetamide